(S)-1-(2-((2-(4-bromo-2,6-difluorophenyl)-7-chloroimidazo[1,2-a]pyridin-3-yl)methyl)morpholino)ethan-1-one BrC1=CC(=C(C(=C1)F)C=1N=C2N(C=CC(=C2)Cl)C1C[C@@H]1OCCN(C1)C(C)=O)F